3-(9-bromo-4,7-dimethyl-5-oxo-4,5-dihydro-3H-pyrazolo[3,4-C]isoquinolin-3-yl)azetidine-1-carboxylic acid tert-butyl ester C(C)(C)(C)OC(=O)N1CC(C1)N1N=CC2=C1N(C(C=1C=C(C=C(C21)Br)C)=O)C